C(C)N1CCC2(CC2C(=O)N[C@@H](CCCCCC(CC)=O)C=2N=C(NC2C2=CN(C=C2)C)C2=CC=C(C=C2)F)CC1 6-Ethyl-N-((S)-1-(2-(4-fluorophenyl)-5-(1-methyl-1H-pyrrol-3-yl)-1H-imidazol-4-yl)-7-oxononyl)-6-azaspiro[2.5]octan-1-carboxamid